N1=CC=C(C=C1)C1=NC=CC(=N1)OCC1=C(C#N)C=CC=C1 (((2-(pyridin-4-yl)pyrimidin-4-yl)oxy)methyl)benzonitrile